6-Bromo-7-(methoxymethoxy)-2-oxo-2H-chromen BrC=1C=C2C=CC(OC2=CC1OCOC)=O